N1=CC=C(C=C1)CN1C(NC2=NC=C(C=C21)C2=CC(=CC=C2)C(F)(F)F)=O 1-(4-pyridylmethyl)-6-[3-(trifluoromethyl)phenyl]-3H-imidazo[4,5-b]pyridin-2-one